C(CC(=O)OC1CC(N(C(C1)(C)C)C)(C)C)(=O)OC1CC(N(C(C1)(C)C)C)(C)C Bis(1,2,2,6,6-pentamethyl-4-piperidinyl) malonate